4-(((2-aminophenyl)amino)piperidin-1-yl)-2-(4-(trifluoromethyl)phenyl)ethenone NC1=C(C=CC=C1)NC1N(CCCC1)C1(CC=C(C=C1)C=C=O)C(F)(F)F